BrC=1C=C2CC(N(C(C2=CC1)=O)C=1C=CC(=C(C1)NS(=O)(=O)C)OCOCCOC)C N-(5-(6-bromo-3-methyl-1-oxo-3,4-dihydroisoquinolin-2(1H)-yl)-2-((2-methoxyethoxy)methoxy)phenyl)methanesulfonamide